1-[4-(tetramethyl-1,3,2-dioxaborolan-2-yl)-1H-pyrazol-1-yl]propan-2-ol CC1(C(OB(O1)C=1C=NN(C1)CC(C)O)(C)C)C